CC1=C(OC=2CCC3=CN(N=C3C21)CC=2N=NC=CC2)C(=O)OCC ethyl 8-methyl-2-[(pyridazin-3-yl) methyl]-4,5-dihydro-2H-furo[2,3-g]indazole-7-carboxylate